niobium pentaethanol C(C)O.C(C)O.C(C)O.C(C)O.C(C)O.[Nb]